ON=C(N[C@@H]1C[C@H](CC1)NC1=CC=C(C=N1)C=1C(N(C=CC1)C)=O)N 2-hydroxy-1-((1s,3s)-3-((1'-methyl-2'-oxo-1',2'-dihydro-[3,3'-bipyridin]-6-yl)amino)cyclopentyl)guanidine